[O-2].[Li+].[Li+] Lithium-Oxid